tert-Butyl (6aR)-4-chloro-1-(2,2-dimethylmorpholino)-3-(2-fluoro-6-hydroxyphenyl)-12-oxo-6a,7,9,10-tetrahydro-12H-pyrazino[2,1-c]pyrido[3,4-f][1,4]oxazepine-8(6H)-carboxylate ClC1=C(N=C(C=2C(N3[C@@H](COC21)CN(CC3)C(=O)OC(C)(C)C)=O)N3CC(OCC3)(C)C)C3=C(C=CC=C3O)F